C(CCC)C(C1=CC=CC=C1)O butyl-hydroxy-toluene